(4-amino-1-(5-bromopyridin-2-yl)piperidin-4-yl)methanol NC1(CCN(CC1)C1=NC=C(C=C1)Br)CO